C(CCC)N(C([S-])=S)CCCC.[Ag+] Silver N,N-dibutyldithiocarbamate